1-(4-(5-((5-Chloro-4-((2-(dimethylphosphoryl)phenyl)amino)pyrimidin-2-yl)amino)-1H-indazol-3-yl)phenyl)ethan-1-one ClC=1C(=NC(=NC1)NC=1C=C2C(=NNC2=CC1)C1=CC=C(C=C1)C(C)=O)NC1=C(C=CC=C1)P(=O)(C)C